CC1=NN=C(O1)NC(C1=CC=C(C=C1)C(F)(F)F)=O N-(5-methyl-1,3,4-oxadiazol-2-yl)-4-(trifluoromethyl)benzamide